2-ethyl-2'-(4-fluorophenyl)spiro[6,7-dihydrothieno[3,2-C]pyran-4,4'-piperidine] C(C)C1=CC2=C(CCOC23CC(NCC3)C3=CC=C(C=C3)F)S1